(R)-N-(1-hydroxypropan-2-yl)-6-methoxy-8-(8-azaspiro[4.5]decan-8-yl)quinoline-3-carboxamide OC[C@@H](C)NC(=O)C=1C=NC2=C(C=C(C=C2C1)OC)N1CCC2(CCCC2)CC1